P(=O)([O-])([O-])O.[Na+].P(=O)(O)(O)O.[NH4+] ammonium hydrogen phosphate sodium phosphate